C1(CCCC2CCCC=C12)O OCTAHYDRONAPHTHALEN-1-OL